CNCC(=O)OO.[Na] sodium hydroxy methylaminoacetate